2-(4-bromo-2-methyl-pyrazol-3-yl)-5-chloro-benzothiophene-3-carbonitrile BrC1=C(N(N=C1)C)C=1SC2=C(C1C#N)C=C(C=C2)Cl